7-(4-(4-Ethylpiperazin-1-yl)phenyl)-3-methyl-1-(pyridin-2-yl)-3,6-dihydroimidazo[4,5-d]pyrrolo[2,3-b]pyridin-2(1H)-one C(C)N1CCN(CC1)C1=CC=C(C=C1)C1=CC=2C(=NC=C3C2N(C(N3C)=O)C3=NC=CC=C3)N1